(S)-2-methyl-N-{[2-(trifluoromethyl)phenyl]methylidene}propane-2-sulfinamide CC(C)(C)[S@](=O)N=CC1=C(C=CC=C1)C(F)(F)F